6-bromo-5-methylpyridineamide BrC1=C(C=CC(=N1)C(=O)N)C